O-(Ethoxycarbonyl)lactic Acid C(C)OC(=O)OC(C(O)C)=O